NC12CC(C1)(C2)C(=O)NC=2C(=CC=1N=CN=C(C1N2)C=2C(=NN(C2)C)C2=CC=C(C=C2)F)OC 3-amino-N-(4-(3-(4-fluorophenyl)-1-methyl-1H-pyrazol-4-yl)-7-methoxypyrido[3,2-d]pyrimidin-6-yl)bicyclo[1.1.1]pentane-1-carboxamide